C(CCCCCCCCC\C=C/CCCCCC)(=O)[O-].[Dy+3].C(CCCCCCCCC\C=C/CCCCCC)(=O)[O-].C(CCCCCCCCC\C=C/CCCCCC)(=O)[O-] dysprosium cis-vaccenate